2-[4-(2-Cyclobutylsulfanyl-3-pyridyl)-2,6-difluoro-phenyl]Ethoxyacetic acid C1(CCC1)SC1=NC=CC=C1C1=CC(=C(C(=C1)F)CCOCC(=O)O)F